(R)-4-(4-methyl-2-oxopiperazin-1-yl)-3-(4-methylphenyl)-N-((R)-1-(6-(trifluoromethyl)pyridin-3-yl)ethyl)-4,5-dihydro-1H-pyrazol-1-carboxamide CN1CC(N(CC1)[C@H]1C(=NN(C1)C(=O)N[C@H](C)C=1C=NC(=CC1)C(F)(F)F)C1=CC=C(C=C1)C)=O